C(C)N1C2=C([C@@H]([C@@H](C1=O)NC(C1=CC(=CC=C1)C(F)(F)F)=O)C1=CC=C(C=C1)F)C(=NN2C2=CC=CC=C2)NC(OC(C)(C)C)=O tert-butyl ((4S,5S)-7-ethyl-4-(4-fluorophenyl)-6-oxo-1-phenyl-5-(3-(trifluoromethyl)benzamido)-4,5,6,7-tetrahydro-1H-pyrazolo[3,4-b]pyridine-3-yl)carbamate